OC=1C=C2C=3C=C(C(=CC3C=C(C2=CC1)C(=O)O)OC)OC 6-hydroxy-2,3-dimethoxyphenanthrene-9-carboxylic acid